ClC1=CC=C(C=C1)C1COC2=C(O1)C=CC=C2C2CCN(CC2)CC=2N(C(=CN2)C=CC(=O)O)CC2=CC=NO2 3-(2-((4-(2-(4-chlorophenyl)-2,3-dihydrobenzo[b][1,4]dioxin-5-yl)piperidin-1-yl)methyl)-1-(isoxazol-5-ylmethyl)-1H-imidazol-5-yl)acrylic acid